The molecule is a dipeptide formed from two L-phenylalanine residues. It has a role as a human blood serum metabolite and a Mycoplasma genitalium metabolite. It derives from a L-phenylalanine. C1=CC=C(C=C1)C[C@@H](C(=O)N[C@@H](CC2=CC=CC=C2)C(=O)O)N